5-bromo-indolin-2-one formate C(=O)O.BrC=1C=C2CC(NC2=CC1)=O